C12(C(CCC(C1(C)C)C2)C)C2=NC=CC=N2 pinyl-pyrimidine